NC1=C(C=CC(=C1)NCC1=CC=C(C=C1)O)NC(CCCC[C@@H](CF)F)=O (6S)-N-(2-amino-4-((4-hydroxybenzyl)amino)phenyl)-6,7-difluoroheptanamide